2-(methylsulfonyl)-5-vinylbenzoic acid CS(=O)(=O)C1=C(C(=O)O)C=C(C=C1)C=C